O1C(=CC=C1)C1=CC=C(C=C1)CNC(=O)C1N(C(CN(C1)CC1=C(C=CC=C1)OC=1C=NC=CC1)C)C(C(C)C)=O N-{[4-(furan-2-yl)phenyl]methyl}-6-methyl-1-(2-methylpropanoyl)-4-({2-[(pyridin-3-yl)oxy]phenyl}methyl)piperazine-2-carboxamide